6-({3-Cyano-6-[(oxetan-4-yl)amino]imidazo[1,2-b]pyridazin-8-yl}amino)-2-(2,2-difluoroethoxy)-N-methyl-N-(oxetan-3-yl)pyridine-3-carboxamide C(#N)C1=CN=C2N1N=C(C=C2NC2=CC=C(C(=N2)OCC(F)F)C(=O)N(C2COC2)C)NC2CCO2